1-methyl-3-trifluoromethyl-1H-pyrazole-5-ol CN1N=C(C=C1O)C(F)(F)F